FC1=C(COC2=CC(=NC=C2OC)N2C(NC=3C(C2=O)=C(SC3)C(=O)O)=O)C(=CC=C1F)OC 3-(4-((2,3-difluoro-6-methoxybenzyl)oxy)-5-methoxypyridin-2-yl)-2,4-dioxo-1,2,3,4-tetrahydrothieno[3,4-d]pyrimidine-5-carboxylic acid